N1C=NC=C1C1=CN=C2C(N(C(=NN21)N2CC(C2)C2=CC=CC=C2)C(C)C)=O 7-(1H-imidazol-5-yl)-3-isopropyl-2-(3-phenylazetidin-1-yl)imidazo[2,1-f][1,2,4]triazin-4(3H)-one